5-(3-amino-6-chloro-2-pyridyl)-2-bromo-benzaldehyde NC=1C(=NC(=CC1)Cl)C=1C=CC(=C(C=O)C1)Br